FC([C@@H]1[C@H](C1)C=1C=C(N=NC1C)C=1C(NC(NC1)=O)=O)F 5-(5-((1S,2S)-2-(difluoromethyl)cyclopropyl)-6-methylpyridazin-3-yl)pyrimidine-2,4(1H,3H)-dione